CN(C[C@H]([C@H](CC)C)NC(C)=O)C N-((2S,3S)-1-(dimethylamino)-3-methylpent-2-yl)acetamide